C(C1=CC=CC=C1)OC1=C(C=CC=C1)C=1C=CC2=C(NC(=N2)C2CN(CC2)C#N)C1 3-(6-(2-(Benzyloxy)phenyl)-1H-benzo[d]imidazol-2-yl)pyrrolidine-1-carbonitrile